NC1=NC=CC=C1O[C@H](C)C1=C(C(=CC(=C1)F)F)C=1N=CSC1C(=O)C1=NN(C(=C1)C#N)C 3-(4-{2-[(1R)-1-[(2-aminopyridin-3-yl)oxy]ethyl]-4,6-difluorophenyl}-1,3-thiazole-5-carbonyl)-1-methyl-1H-pyrazole-5-carbonitrile